N-(1,1-dicyclopropyl-2,2,3,3,3-pentafluoropropyl)-6-fluoro-7-(2-oxa-6-azaspiro[3.3]hept-6-yl)-4-oxo-1-(2,4,6-trifluorophenyl)-1,4-dihydro-1,8-naphthyridine-3-carboxamide C1(CC1)C(C(C(F)(F)F)(F)F)(C1CC1)NC(=O)C1=CN(C2=NC(=C(C=C2C1=O)F)N1CC2(COC2)C1)C1=C(C=C(C=C1F)F)F